(S)-3-((S)-2-(hydroxymethyl)-4-methyl-8-oxo-3,4,6,8-tetrahydro-[1,4]oxazino[2,3-f]isoindol-7(2H)-yl)piperidine-2,6-dione OC[C@@H]1CN(C=2C(=CC=3C(N(CC3C2)[C@@H]2C(NC(CC2)=O)=O)=O)O1)C